3-(4-methylpiperazin-1-yl)propan-1-ol CN1CCN(CC1)CCCO